C(C)(=O)NC1=CC=NN1C1=NN=C(S1)NC(=O)C1=CC(=C(C(O1)=O)OC)NCCOC N-(5-(5-acetamido-1H-pyrazol-1-yl)-1,3,4-thiadiazol-2-yl)-3-methoxy-4-((2-methoxyethyl)amino)-2-oxo-2H-pyran-6-carboxamide